ClC=1C=C2C(=CN=C(C2=CN1)N1[C@@H]([C@H](C1)O)C)I (2r,3s)-1-(6-chloro-4-iodo-2,7-naphthyridin-1-yl)-2-methylazetidin-3-ol